CCCCC[C@@H](/C=C/[C@H]1[C@@H](CC(=O)[C@@H]1C/C=C\\CCCC(=O)O[C@H](CO)COP(=O)([O-])OCC[N+](C)(C)C)O)O The molecule is a 2-acyl-sn-glycero-3-phosphocholine in which the acyl group is specified as (5Z,13E,15S)-11alpha,15-dihydroxy-9-oxoprosta-5,13-dien-1-oyl It has a role as a human xenobiotic metabolite and a mouse metabolite. It is a 2-acyl-sn-glycero-3-phosphocholine and a prostanoid. It derives from a prostaglandin E2.